FC=1C=C(C=CC1)CC=1N(C=2C(=C3CC[C@@H](NC3=CC2)C)N1)C1CCNCC1 (7S)-2-[(3-Fluorophenyl)methyl]-7-methyl-3-(piperidin-4-yl)-3H,6H,7H,8H,9H-imidazo[4,5-f]chinolin